3-bromo-5-(3,5-diChloropyridin-2-yl)-4,5,6,7-tetrahydro-2-(2-isobutoxy-6-methylphenyl)-2H-pyrazolo[4,3-c]Pyridine BrC=1N(N=C2C1CN(CC2)C2=NC=C(C=C2Cl)Cl)C2=C(C=CC=C2C)OCC(C)C